OCC=1C(=NC(=NC1)SC)N[C@H]1[C@H]([C@@H](CC1)O)C |r| (±)-(1R*,2R*,3R*)-3-((5-(hydroxymethyl)-2-(methylthio)pyrimidin-4-yl)amino)-2-methylcyclopentan-1-ol